ClC=1C=C2C=CN=C(C2=C(C1)C)N(C(C1=CN=C(C=C1)C=1OC(=NN1)C)=O)[C@H]1CNCCC1 (R)-N-(6-chloro-8-methylisoquinolin-1-yl)-6-(5-methyl-1,3,4-oxadiazol-2-yl)-N-(piperidin-3-yl)nicotinamide